C(C)(C)(C)OC(=O)N1C(=CC=2C1=NC(=C(C2)C)Br)CN2C(C=CC=C2C(N(C)C2=CC=C(C=C2)F)=O)=O 6-Bromo-2-((6-((4-fluorophenyl)(methyl)carbamoyl)-2-oxo-1,2-dihydropyridin-1-yl)methyl)-5-methyl-1H-pyrrolo[2,3-b]pyridine-1-carboxylic acid tert-butyl ester